2-amino-7-cyclopentyl-4-((2-methoxybenzyl)amino)-N,N-dimethyl-7H-pyrrolo[2,3-d]pyrimidine-6-carboxamide NC=1N=C(C2=C(N1)N(C(=C2)C(=O)N(C)C)C2CCCC2)NCC2=C(C=CC=C2)OC